n-propyl (pentafluoroethyl) fluorophosphate P(=O)(OCCC)(OC(C(F)(F)F)(F)F)F